(1R,3R,5R)-N-((R)-(2-fluoro-4-(trifluoromethyl)phenyl)(3-oxetanyl)methyl)-2-((2-(2-propanyl)-4-pyridinyl)carbonyl)-2-azabicyclo[3.1.0]hexane-3-carboxamide FC1=C(C=CC(=C1)C(F)(F)F)[C@H](NC(=O)[C@@H]1N([C@@H]2C[C@@H]2C1)C(=O)C1=CC(=NC=C1)C(C)C)C1COC1